2-((1-(6-nitrobenzo[d][1,3]dioxol-5-yl)ethyl)thio)ethyl 2,5-dioxopyrrolidine-1-carboxylate O=C1N(C(CC1)=O)C(=O)OCCSC(C)C1=CC2=C(OCO2)C=C1[N+](=O)[O-]